Cl.C(C)C(COC([C@@H](N)C)=O)CC L-alanine-(2-ethylbutyl) ester hydrochloride